4-methylenecyclohexane-1-carboxamide C=C1CCC(CC1)C(=O)N